(3-acrylamidopropyl)trimethyl-ammonium chloride hydrochloride Cl.[Cl-].C(C=C)(=O)NCCC[N+](C)(C)C